N-(2-(7-fluoro-5-methoxy-1H-indol-3-yl)ethyl)-N-isopropylpropan-2-amine FC=1C=C(C=C2C(=CNC12)CCN(C(C)C)C(C)C)OC